7'-chloro-1'-methyl-5'-((5S)-5-methylpiperidin-2-yl)spiro[cyclopropane-1,3'-indolin]-2'-one ClC=1C=C(C=C2C3(C(N(C12)C)=O)CC3)C3NC[C@H](CC3)C